O=C1NC(CCC1N1NC2=CC(=CC=C2C1=O)C(=O)N[C@H](C(F)(F)F)C1=CC=CC=C1)=O 2-(2,6-dioxopiperidin-3-yl)-3-oxo-N-((S)-2,2,2-trifluoro-1-phenylethyl)-2,3-dihydro-1H-indazole-6-carboxamide